CC(C[N+]#[C-])(C)C 2,2-DIMETHYLPROPYLISOCYANIDE